COC1OC(C=2N=C(N=C(C21)N2CC1CCC(C2)N1C(=O)OC(C)(C)C)SC)=O tert-butyl 3-(5-methoxy-2-(methylthio)-7-oxo-5,7-dihydrofuro[3,4-d]pyrimidin-4-yl)-3,8-diazabicyclo[3.2.1]octane-8-carboxylate